3-[[4-(2,6-dimethylphenyl)-6-[[3-isopropyl-6-[6-[methyl(spiro[2.3]hexan-5-yl)amino]-2-pyridyl]-2-piperidyl]methoxy]pyrimidin-2-yl]sulfamoyl]benzoic acid CC1=C(C(=CC=C1)C)C1=NC(=NC(=C1)OCC1NC(CCC1C(C)C)C1=NC(=CC=C1)N(C1CC2(CC2)C1)C)NS(=O)(=O)C=1C=C(C(=O)O)C=CC1